C(C(=C)C)(=O)NC(C(=O)O)(CC)C 2-methacrylamido-2-methylbutyric acid